[C@]12(CNC[C@H]2C1)C#CC1=C(C=C2C(=NC=NC2=C1)NC1=C(C(=CC=C1)Cl)F)NC(\C=C\CN1C(C(OC(C1([2H])[2H])([2H])[2H])([2H])[2H])([2H])[2H])=O (E)-N-[7-[2-[(1R,5S)-3-azabicyclo[3.1.0]hexan-1-yl]ethynyl]-4-(3-chloro-2-fluoro-anilino)quinazolin-6-yl]-4-(2,2,3,3,5,5,6,6-octadeuteriomorpholin-4-yl)but-2-enamide